2-[3,5-difluoro-4-[(5-isoquinolin-6-yl-tetrazol-2-yl)methyl]phenyl]-5-(difluoromethyl)-1,3,4-oxadiazole FC=1C=C(C=C(C1CN1N=C(N=N1)C=1C=C2C=CN=CC2=CC1)F)C=1OC(=NN1)C(F)F